tert-butyl-4-(2,4-difluoro-5-(2-(methylthio)ethoxy)-phenyl)piperazine C(C)(C)(C)N1CCN(CC1)C1=C(C=C(C(=C1)OCCSC)F)F